tert-butyl (5-(2,4-dioxo-2,4-dihydro-1H-benzo[d][1,3]oxazin-1-yl)pentyl)carbamate O=C1OC(C2=C(N1CCCCCNC(OC(C)(C)C)=O)C=CC=C2)=O